N-[(1R,3S)-3-{[6-chloro-2-(trifluoromethyl)quinolin-4-yl]amino}cyclohexyl]-4-(morpholine-4-carbonyl)benzamide ClC=1C=C2C(=CC(=NC2=CC1)C(F)(F)F)N[C@@H]1C[C@@H](CCC1)NC(C1=CC=C(C=C1)C(=O)N1CCOCC1)=O